1-(2-(4-amino-6-(trifluoromethyl)-9H-pyrimido[4,5-b]indol-9-yl)acetyl)-N-(6-bromopyridin-2-yl)pyrrolidine-2-carboxamide NC1=NC=NC=2N(C3=CC=C(C=C3C21)C(F)(F)F)CC(=O)N2C(CCC2)C(=O)NC2=NC(=CC=C2)Br